[H-].[H-].[Hf+2] Hafnium bishydride